CN(CCOCCN1N=CC2=C(C=C(C=C12)C(=O)N)C1=NN=C(N1)C1=CC(=NN1CC)C)C 1-{2-[2-(dimethylamino)ethoxy]ethyl}-4-[5-(1-ethyl-3-methyl-1H-pyrazol-5-yl)-4H-1,2,4-triazol-3-yl]-1H-indazole-6-carboxamide